((4-((4-cyanophenyl)amino)thieno[3,2-d]pyrimidin-2-yl)thio)-2-methylpropanoic acid C(#N)C1=CC=C(C=C1)NC=1C2=C(N=C(N1)SC(C(=O)O)(C)C)C=CS2